8-(2-chloro-4-(2-(piperazin-1-yl)ethoxy)phenyl)-9-((5-chloropyridin-3-yl)methyl)-6-(1-methylcyclopropoxy)-9H-purine ClC1=C(C=CC(=C1)OCCN1CCNCC1)C=1N(C2=NC=NC(=C2N1)OC1(CC1)C)CC=1C=NC=C(C1)Cl